O1C(=NC2=C1C=CC=C2)N(C2=NC(=NC(=N2)N)N)C2=CC=CC=C2 benzoxazolylphenyl-Melamine